C(CCC)[Sn](C=C)(CCCC)CCCC tributyl-vinyltin